OCCC1CN(CC1)C(=O)N 3-(2-hydroxyethyl)pyrrolidine-1-carboxamide